N-{2-[(3S,4R)-3-[{[3,5-bis(trifluoromethyl)phenyl](methyl)carbamoyl}(methyl)amino]-4-(4-fluorophenyl)pyrrolidin-1-yl]-2-oxoethyl}pyridine-2-carboxamide FC(C=1C=C(C=C(C1)C(F)(F)F)N(C(=O)N([C@@H]1CN(C[C@H]1C1=CC=C(C=C1)F)C(CNC(=O)C1=NC=CC=C1)=O)C)C)(F)F